methyl 2-(bromomethyl)-4-cyano-3-fluorobenzoate BrCC1=C(C(=O)OC)C=CC(=C1F)C#N